ClC1=C2CCNC(C2=CC(=C1C(=O)OC)Cl)=O methyl 5,7-dichloro-1-oxo-3,4-dihydro-2H-isoquinoline-6-carboxylate